tert-butyl 3-(5-(3-cyano-6-ethoxypyrazolo[1,5-a]pyridin-4-yl)pyridin-2-yl)-3,6-diazabicyclo[3.1.1]heptane-6-carboxylate C(#N)C=1C=NN2C1C(=CC(=C2)OCC)C=2C=CC(=NC2)N2CC1N(C(C2)C1)C(=O)OC(C)(C)C